2-{4-[1-(tert-Butoxycarbonyl)piperidin-3-yl]Phenyl}-2H-indazole-7-carboxylic acid methyl ester COC(=O)C1=CC=CC2=CN(N=C12)C1=CC=C(C=C1)C1CN(CCC1)C(=O)OC(C)(C)C